trans-N-[1-[(6S)-6-amino-5,6,7,8-tetrahydroquinolin-2-yl]-4-(methoxymethyl)pyrrolidin-3-yl]-N-methylcarbamic acid tert-butyl ester C(C)(C)(C)OC(N(C)[C@@H]1CN(C[C@H]1COC)C1=NC=2CC[C@@H](CC2C=C1)N)=O